FC=1C=C2C(=C(NC2=C(C1)F)C1=CC=C(C=C1)F)CCCNC(OCC1=CC=CC=C1)=O benzyl N-[3-[5,7-difluoro-2-(4-fluorophenyl)-1H-indol-3-yl]propyl]carbamate